C(CCCCCCCCCCCCCCCCC)NC1=CC=CC=C1 stearylaniline